3-((4-((7-(benzyloxy)-6-methoxyquinolin-4-yl)oxy)-3-fluorophenyl)amino)-N-cyclohexyl-1-methyl-1H-pyrazole-4-carboxamide C(C1=CC=CC=C1)OC1=C(C=C2C(=CC=NC2=C1)OC1=C(C=C(C=C1)NC1=NN(C=C1C(=O)NC1CCCCC1)C)F)OC